4-(4,6-dichloro-1,3,5-triazine-2-yl)morpholine ClC1=NC(=NC(=N1)Cl)N1CCOCC1